[2H]C(N(C)C)(CC1=CNC2=CC=C(C=C12)OC)[2H] α,α-Dideutero-5-Methoxy-Dimethyltryptamine